C(C)(C)(C)NC(=O)C1=C(C(=CC(=C1)C#N)C)NC(=O)C1=CC(=NN1C1=NC=CC=C1Cl)CN1N=C(N=N1)C(F)(F)F N-[2-(tert-Butylcarbamoyl)-4-cyano-6-methylphenyl]-1-(3-chloropyridin-2-yl)-3-{[5-(trifluoromethyl)-2H-tetrazole-2-yl]methyl}-1H-pyrazole-5-carboxamide